tert-butyl 6-bromo-2-(1-(tert-butoxycarbonyl)piperidin-4-yl)-5-(7,8-dimethyl-[1,2,4]triazolo[1,5-a]pyridin-6-yl)-4H-pyrrolo[3,2-d]thiazole-4-carboxylate BrC1=C(N(C2=C1N=C(S2)C2CCN(CC2)C(=O)OC(C)(C)C)C(=O)OC(C)(C)C)C=2C(=C(C=1N(C2)N=CN1)C)C